C(C)(C)(C)OC(=O)N(C(=NC(=O)OC(C)(C)C)N)CCN1N=NC(=C1)COC1=CC=C(C=C1)OC [2-(N,N'-di-tert-butoxycarbonylguanidino)ethyl]-4-[(4-methoxyphenoxy)methyl]-1H-1,2,3-triazole